FC(C=1C(=CN(C(C1)=O)C)C(=O)NC1=C(C=C(C(=C1)C=1C=NC(=NC1)N1C[C@H](OCC1)C)F)N1C[C@H](N([C@H](C1)C)C)C)F |r| 4-(difluoromethyl)-N-[4-fluoro-5-[2-[rac-(2R)-2-methylmorpholin-4-yl]pyrimidin-5-yl]-2-[rac-(3R,5S)-3,4,5-trimethylpiperazin-1-yl]phenyl]-1-methyl-6-oxopyridine-3-carboxamide